CCCCC/C=C\\C[C@H](/C=C/CCCCCCC(=O)O)OO The molecule is (8E,12Z)-10-hydroperoxy-8,12-octadecadienoic acid with R-configuration at C-10. It is a conjugate acid of an (8E,10R,12Z)-10-hydroperoxy-8,12-octadecadienoate. It is an enantiomer of an (8E,10S,12Z)-10-hydroperoxyoctadeca-8,12-dienoic acid.